ClC=1C=C(C=CC1Cl)C1=CSC=2N1C(C=CN2)=O 3-(3,4-dichloro-phenyl)-thiazolo[3,2-a]pyrimidin-5-one